ClC1=C(N(C(C2=C(C=CC=C12)NCC)=O)C1=CC=CC=C1)[C@H](C)NC=1C2=C(N=CN1)NC=CC2=O (S)-4-((1-(4-chloro-8-(ethylamino)-1-oxo-2-phenyl-1,2-dihydroisoquinolin-3-yl)ethyl)amino)pyrido[2,3-d]pyrimidin-5(8H)-one